3-(1H-pyrazol-3-yl)piperidine, trifluoroacetic acid salt FC(C(=O)O)(F)F.N1N=C(C=C1)C1CNCCC1